COC1=NC(=CC(=N1)C1=C(C(=O)N)C=CC(=C1)NC=1SC=C(N1)C1=CC=C(C=C1)O)OC (2,6-dimethoxypyrimidin-4-yl)-4-((4-(4-hydroxyphenyl)thiazol-2-yl)amino)benzamide